NC1=NC(=CC(=C1)NCCCC)CC1=CC=C(C=C1)CN1CCN(CC1)C1CCCC1 2-Amino-4-(butylamino)-6-(4-((4-cyclopentylpiperazin-1-yl)methyl)benzyl)pyridin